ClC=1C(=C(C=CC1OC[C@@H]1OCCC1)NC=1C2=C(N=CN1)C=CC(=N2)N2CC1(CCN1)C2)F N-[3-chloro-2-fluoro-4-[[(2R)-tetrahydrofuran-2-yl]methoxy]phenyl]-6-(1,6-diazaspiro[3.3]heptan-6-yl)pyrido[3,2-d]pyrimidin-4-amine